4-(((4-methoxybenzyl)oxy)methyl)-6-(trifluoromethyl)benzo[d]thiazol-2-amine COC1=CC=C(COCC2=CC(=CC3=C2N=C(S3)N)C(F)(F)F)C=C1